C(C)(C)(C)OC(=O)N1CCC(CC1)NC1=C2C=CN=CC2=CC=C1 4-(isoquinolin-5-ylamino)piperidine-1-carboxylic acid tert-butyl ester